1-(4-bromo-2-fluoro-phenyl)-4-cyclopropyl-imidazole BrC1=CC(=C(C=C1)N1C=NC(=C1)C1CC1)F